1-(3-Sulfonylpropyl)pyridinium S(=O)(=O)=CCC[N+]1=CC=CC=C1